[(3aS,4R,6aR)-4-[(6-bromo-3-pyridazinyl)amino]hexahydrocyclopenta[c]pyrrol-2(1H)-yl][5-methyl-4-(1-methyl-1H-pyrazol-4-yl)-2-thienyl]methanone BrC1=CC=C(N=N1)N[C@@H]1CC[C@H]2CN(C[C@H]21)C(=O)C=2SC(=C(C2)C=2C=NN(C2)C)C